(E)-4-(9H-purin-6-ylamino)-2-methylbut-2-en-1-ol N1=CN=C2NC=NC2=C1NC/C=C(/CO)\C